methyl 1-(2-cyclopropylpyridin-3-yl)-4-(methylamino)-2-oxo-7-(trifluoromethyl)-1,2-dihydro-1,8-naphthyridine-3-carboxylate C1(CC1)C1=NC=CC=C1N1C(C(=C(C2=CC=C(N=C12)C(F)(F)F)NC)C(=O)OC)=O